C1(CC1)COC=1C(=CC2=CN(N=C2C1)C1CCC(CC1)NC1CCN(CC1)C(=O)OC(C)(C)C)NC(=O)C=1C=NN2C1N=CC=C2 tert-butyl 4-[[4-[6-(cyclopropylmethoxy)-5-(pyrazolo[1,5-a]pyrimidine-3-carbonylamino)indazol-2-yl]cyclohexyl]amino]piperidine-1-carboxylate